(R*)-7-(4-bromo-3-chlorobenzoyl)-2-(4-cyclopropoxyphenyl)-6-methyl-N-(2-(5-methyl-1,3,4-oxadiazol-2-yl)benzyl)-3-oxo-2,3,5,6,7,8-hexahydroimidazo[1,5-a]pyrazine-1-carboxamide BrC1=C(C=C(C(=O)N2CC=3N(C[C@H]2C)C(N(C3C(=O)NCC3=C(C=CC=C3)C=3OC(=NN3)C)C3=CC=C(C=C3)OC3CC3)=O)C=C1)Cl |o1:12|